2-(1-benzyl-4,4-difluoro-5-methyl-3-piperidinyl)-N,N-dimethyl-ethylamine C(C1=CC=CC=C1)N1CC(C(C(C1)C)(F)F)CCN(C)C